(3-(6-amino-2,3-difluorophenyl)propyl)(3-(2-bromo-5-chloro-4-fluorobenzamido)-6-methoxy-pyridin-2-yl)-carbamic acid tert-butyl ester C(C)(C)(C)OC(N(C1=NC(=CC=C1NC(C1=C(C=C(C(=C1)Cl)F)Br)=O)OC)CCCC1=C(C(=CC=C1N)F)F)=O